C1(CC1)C#C[C@@]1(NC(NC2=CC(=C(C=C12)F)CN1N=C(C(=C1)OC)N1C(=CC=C1C)C)=O)C(C)(F)F (S)-4-(cyclopropylethynyl)-4-(1,1-difluoroethyl)-7-((3-(2,5-dimethyl-1H-pyrrol-1-yl)-4-methoxy-1H-pyrazol-1-yl)methyl)-6-fluoro-3,4-dihydroquinazolin-2(1H)-one